C[C@@H]1[C@H](O)[C@@H](O)[C@@H](O)[C@H](O1)CO carba-α-D-galactose